NC1=C2N=C(N(C2=NC(=N1)OCCCN)CC=1C=C(C=CC1)P(OCC)(O)=O)O ethyl hydrogen (3-((6-amino-2-(3-aminopropoxy)-8-hydroxy-9H-purin-9-yl)methyl)phenyl)phosphonate